C1C=CC=2C=CCC12 1,6-dihydropentalene